COC(C=C(C)[Sn](CCCC)(CCCC)CCCC)=O 3-(tributylstannyl)-2-butenoic acid methyl ester